7-chloro-N-(1-(1-((6-cyclopropylimidazo[1,2-a]pyridin-2-yl)methyl)-1H-1,2,3-triazol-4-yl)ethyl)-8-fluoroimidazo[1,5-a]pyridine-1-sulfonamide ClC1=C(C=2N(C=C1)C=NC2S(=O)(=O)NC(C)C=2N=NN(C2)CC=2N=C1N(C=C(C=C1)C1CC1)C2)F